10-fluoro-9-((4-(((S)-2-hydroxy-1-phenylethyl)amino)-5-(1,3,4-oxadiazol-2-yl)pyridin-2-yl)amino)-1,3,4,10b-tetrahydro-6H-[1,4]oxazino[3,4-a]isoindol-6-one FC=1C(=CC=C2C(N3C(C12)COCC3)=O)NC3=NC=C(C(=C3)N[C@H](CO)C3=CC=CC=C3)C=3OC=NN3